Cl.NC[C@H](C1=CC(=CC(=C1)F)Cl)NC(=O)C=1N=CN(C1)C1=NC(=NC=C1C)NC1CCOCC1 (S)-N-(2-Amino-1-(3-chloro-5-fluorophenyl)ethyl)-1-(5-methyl-2-((tetra-hydro-2H-pyran-4-yl)amino)pyrimidin-4-yl)-1H-imidazole-4-carboxamide hydrochloride salt